ClC1=C(C(=O)N2COC3=C(C2)C=CC=C3C3=CC(=C(C(=O)O)C=C3F)N3C2COCC3CC2)C=CC(=C1)N1[C@@H](CN([C@@H](C1)C)C)C 4-[3-[2-Chloro-4-[(2R,5R)-2,4,5-trimethylpiperazin-1-yl]benzoyl]-2,4-dihydro-1,3-benzoxazin-8-yl]-5-fluoro-2-(3-oxa-8-azabicyclo[3.2.1]octan-8-yl)benzoic acid